hydrogen bromide, hydroiodide I.Br